((3,3-difluorocyclohexyl)(5-(2-methoxy-1-(2-oxo-4-(trifluoromethyl)imidazolidin-1-yl)ethyl)benzo[d]oxazol-2-yl)methyl)-1-isopropyl-1H-pyrazole-5-carboxamide FC1(CC(CCC1)C(C=1OC2=C(N1)C=C(C=C2)C(COC)N2C(NC(C2)C(F)(F)F)=O)C2=NN(C(=C2)C(=O)N)C(C)C)F